3-[[5-Chloro-6-[(1R,4R)-5-methyl-2,5-diazabicyclo[2.2.1]heptan-2-yl]-3-pyridyl]amino]-5-(methylamino)-6-(3-methylimidazo[4,5-c]pyridin-7-yl)pyrazin-2-carboxamid ClC=1C=C(C=NC1N1[C@H]2CN([C@@H](C1)C2)C)NC=2C(=NC(=C(N2)NC)C=2C1=C(C=NC2)N(C=N1)C)C(=O)N